CC1N(C2=CC=CC=C2C(C1)NC1=CC=CC=C1)C(CCCCCC)=O 1-(2-methyl-4-phenylamino-3,4-dihydro-2H-quinolin-1-yl)-heptan-1-one